6-chloro-1H-pyrazolo[4,3-c]pyridin-3-amine ClC1=CC2=C(C=N1)C(=NN2)N